1,2-dipalmitoyl-sn-glycero-3-phospho-rac-glycerol sodium salt CCCCCCCCCCCCCCCC(=O)OCC(COP(=O)(O)OCC(CO)O)OC(=O)CCCCCCCCCCCCCCC.[Na]